2,4-dihydroxy-3,3-dimethyl-butyronitrile OC(C#N)C(CO)(C)C